OCCC1=CC=C(C=C1)CCO 1,4-bishydroxyethylbenzene